(2R,5S)-2,5-dimethyl-4-(5-phenyl-7-tosyl-7H-pyrrolo[2,3-d]pyrimidin-4-yl)piperazine-1-carboxylic acid tert-butyl ester C(C)(C)(C)OC(=O)N1[C@@H](CN([C@H](C1)C)C=1C2=C(N=CN1)N(C=C2C2=CC=CC=C2)S(=O)(=O)C2=CC=C(C)C=C2)C